N-(2,2'-dichloro-3'-(5-formyl-6-methoxypyrazin-2-yl)-[1,1'-biphenyl]-3-yl)-1,5-dimethyl-4,5,6,7-tetrahydro-1H-imidazo[4,5-c]pyridine-2-carboxamide ClC1=C(C=CC=C1NC(=O)C=1N(C2=C(CN(CC2)C)N1)C)C1=C(C(=CC=C1)C1=NC(=C(N=C1)C=O)OC)Cl